C(C)C1=C(C=C(C(=C1)O)F)C1=CC=C2C=NNC2=C1 6-(2-ethyl-5-fluoro-4-hydroxyphenyl)-1H-indazol